C=NN Methylenehydrazine